N-hydroxy-2-(((2-(6-methoxypyridin-3-yl)-4-morpholinothieno[3,2-d]pyrimidin-6-yl)methyl)(methyl)amino)pyrimidine-5-carboxamide ONC(=O)C=1C=NC(=NC1)N(C)CC1=CC=2N=C(N=C(C2S1)N1CCOCC1)C=1C=NC(=CC1)OC